C(C)(C)(C)OC(=O)N1CC(C1)C1CN(CCC1)CCCC(C)(C)O 3-(1-(4-hydroxy-4-methylpentyl)piperidin-3-yl)azetidine-1-carboxylic acid tert-butyl ester